(4-Bromo-2-fluorophenyl)Methanol BrC1=CC(=C(C=C1)CO)F